(S)-quinuclidin-3-yl((R)-5-(3-chloro-4-ethoxyphenyl)-6-fluoro-2,2-dimethyl-2,3-dihydro-1H-inden-1-yl)carbamate N12C[C@H](C(CC1)CC2)OC(N[C@@H]2C(CC1=CC(=C(C=C21)F)C2=CC(=C(C=C2)OCC)Cl)(C)C)=O